ethyl 1,2,3,4-tetrahydronaphthalene-2-carboxylate C1C(CCC2=CC=CC=C12)C(=O)OCC